ClC1=CC=2C3=C(C(=NC2C(=C1C1=NC=CC2=CC=CC(=C12)C#N)F)O[C@@H](C)[C@H]1N(CCC1)C)C=NN3[C@@H]3C[C@H](NCC3)CC#N (8-chloro-1-((2S,4S)-2-(cyanomethyl)piperidin-4-yl)-6-fluoro-4-((S)-1-((S)-1-methylpyrrolidin-2-yl)ethoxy)-1H-pyrazolo[4,3-c]quinolin-7-yl)isoquinoline-8-carbonitrile